FC=1C=C(C=C(C1)F)B1OC(C(O1)(C)C)(C)C 2-(3,5-Difluorophenyl)-4,4,5,5-Tetramethyl-1,3,2-dioxaborole